4,4-difluorobutane-1,3-diol FC(C(CCO)O)F